BrC1=C(C(=O)OC)C=C(C=C1)OCC(F)(F)F Methyl 2-bromo-5-(2,2,2-trifluoroethoxy)benzoate